Cl.CN[C@H](C)C(=O)OCC1=CC=CC=C1 benzyl methyl-D-alaninate HCl